5-(4-((3-ethyl-2-oxo-4-thioxo-1,2,3,4-tetrahydroquinazolin-7-yl)methyl)-4-hydroxypiperidin-1-yl)-N,6-dimethylpicolinamide C(C)N1C(NC2=CC(=CC=C2C1=S)CC1(CCN(CC1)C=1C=CC(=NC1C)C(=O)NC)O)=O